OC[C@H]1[C@@H](C1)C(=O)OCC ethyl trans-2-(hydroxymethyl)cyclopropane-1-carboxylate